7-cyclohexyl-4-((2S,5R)-2,5-dimethylpiperazin-1-yl)-1-(2-isopropyl-4-methylpyridin-3-yl)-2-oxo-1,2-dihydropyrido[2,3-d]pyrimidine-6-carbonitrile C1(CCCCC1)C=1C(=CC2=C(N(C(N=C2N2[C@H](CN[C@@H](C2)C)C)=O)C=2C(=NC=CC2C)C(C)C)N1)C#N